2-butyl-1-hexene C(CCC)C(=C)CCCC